C1(CCCCC1)NCCCC1=CC=C(CSC2=C3CN(C(C3=CC=C2)=O)C2C(NC(CC2)=O)=O)C=C1 3-(4-((4-(3-(cyclohexylamino)propyl)benzyl)thio)-1-oxoisoindolin-2-yl)piperidine-2,6-dione